C(C1=CC=CC=C1)O[C@H](CCOCCCC1=NN(C=N1)C1=NN(C2=CC=C(C=C12)O[Si](C)(C)C(C)(C)C)C1OCCCC1)C [3-[3-[3-[(3S)-3-benzyloxybutoxy]propyl]-1,2,4-triazol-1-yl]-1-tetrahydropyran-2-yl-indazol-5-yl]oxy-tert-butyl-dimethyl-silane